C(C)(C)(C)NCC1=CC=C(C(=N1)C)N1N=CC(=C1)C1=NC(=NC=C1C#N)NC1CCN(CC1)S(=O)(=O)C1CC1 4-(1-(6-((tert-Butylamino)methyl)-2-methylpyridin-3-yl)-1H-pyrazol-4-yl)-2-((1-(cyclopropylsulfonyl)piperidin-4-yl)amino)pyrimidine-5-carbonitrile